FC(OC1=CC2=C(NC3(COC3)CO2)C=C1C1=NN(C=C1NC(=O)C=1C=NN2C1N=CC=C2)C)F N-[3-[7-(difluoromethoxy)-2,4-dihydrospiro[1,4-benzoxazine-3,3-oxetane]-6-yl]-1-methyl-1H-pyrazol-4-yl]Pyrazolo[1,5-a]Pyrimidine-3-carboxamide